6-Chloro-3-nitropyridinecarboxamide ClC1=CC=C(C(=N1)C(=O)N)[N+](=O)[O-]